C(#N)C=1C=C(C=CC1)C=1N=C(SC1C1=CC(=NC(=C1)C)C)NC(=O)N1CCC(CC1)C(=O)N N1-[4-(3-cyanophenyl)-5-(2,6-dimethyl-4-pyridyl)thiazol-2-yl]piperidine-1,4-dicarboxamide